C[C@@H](CCCCCC[C@H](C)O)O (2S,9S)-2,9-decanediol